C(C)(C)(C)OC(=O)N1CCC(CC1)C1=CC=2C(=NC=C(N2)C(=O)O)N1C 6-(1-(tert-Butoxycarbonyl)piperidin-4-yl)-5-methyl-5H-pyrrolo[2,3-b]Pyrazine-2-carboxylic acid